[Si](C)(C)(C(C)(C)C)OC1=CC(=C(C=C1)N=C(N)C1=C(C=2N(N=C1)C=C(C2)C=2C=NN(C2)C2OCCCC2)NC2C1CC3CC(CC2C3)(C1)O)Cl N'-[4-[tert-butyl(dimethyl)silyl]oxy-2-chloro-phenyl]-4-[(5-hydroxy-2-adamantyl)amino]-6-(1-tetrahydropyran-2-ylpyrazol-4-yl)pyrrolo[1,2-b]pyridazine-3-carboxamidine